5-[6-(1H-pyrazol-4-yl)pyridin-3-yl][1,3]thiazolo[5,4-d][1,3]thiazol-2-amine N1N=CC(=C1)C1=CC=C(C=N1)C=1SC2=C(N1)SC(=N2)N